N'-(piperazine-1,4-diylbis(propane-3,1-diyl))bis(3-(didodecylamino)propionamide) N1(CCN(CC1)CCCC(C(=O)N)CN(CCCCCCCCCCCC)CCCCCCCCCCCC)CCCC(C(=O)N)CN(CCCCCCCCCCCC)CCCCCCCCCCCC